4-((8-methyl-2,3-dihydro-1H-pyrido[2,3-b][1,4]oxazin-7-yl)amino)-2-oxo-N-(4-(4-propylpiperazin-1-yl)phenyl)-1,2-dihydropyridine-3-carboxamide CC1=C(C=NC=2OCCNC21)NC2=C(C(NC=C2)=O)C(=O)NC2=CC=C(C=C2)N2CCN(CC2)CCC